1,10-diiodo-5-decene ICCCCC=CCCCCI